COC1=CC=C2C(=CC=NC2=C1)OC=1C=CC(=NC1)NC(=O)C=1C(N(NC1C)C1=CC=CC=C1)=O N-(5-(7-methoxyquinolin-4-yloxy)pyridin-2-yl)-5-methyl-3-oxo-2-phenyl-2,3-dihydro-1H-pyrazole-4-carboxamide